FC(C(=O)OCCCC)(C(C(C(F)(F)F)(F)F)(F)F)F butyl perfluorovalerate